C(C=1SCCN1)([2H])([2H])[2H] 2-methyl-d3-2-thiazoline